CC(=C)C1=CC=CC=C1 α-methyl-styrene